N-[8-{(6-Isopropoxypyridin-3-yl)oxy}chroman-3-yl]acrylamide C(C)(C)OC1=CC=C(C=N1)OC=1C=CC=C2CC(COC12)NC(C=C)=O